tert-butyl (2-(1'-(1-(4-amino-4-oxobutanoyl)piperidine-4-carbonyl)-5'-fluoro-1H,1'H-[4,6'-biindazol]-1-yl)acetyl)glycylglycinate NC(CCC(=O)N1CCC(CC1)C(=O)N1N=CC2=CC(=C(C=C12)C=1C=2C=NN(C2C=CC1)CC(=O)NCC(=O)NCC(=O)OC(C)(C)C)F)=O